C(#N)C=1C=C(CN2N=C(N=C2)C(=O)N[C@@H]2C(N(C3=C(O[C@@H]2C)C=CC=N3)C)=O)C=CC1 1-(3-cyanobenzyl)-N-((2R,3S)-2,5-dimethyl-4-oxo-2,3,4,5-tetrahydropyrido[3,2-b][1,4]oxazepin-3-yl)-1H-1,2,4-triazole-3-carboxamide